COC=1C(=CC2=CN(N=C2C1)[C@H]1[C@@H](CC(CC1)NC)C)C(=O)N 6-methoxy-2-((1r,2r)-2-methyl-4-(methylamino)cyclohexyl)-2H-indazole-5-carboxamide